IC=1C=C(C(=NC1)N1CCN(CC1)C(=O)OC(C)(C)C)C(F)(F)F tert-butyl 4-[5-iodo-3-(trifluoromethyl)-2-pyridyl]piperazine-1-carboxylate